C(C1=CC=CC=C1)NS(=O)(=O)C=1C(=CC(=C(C(=O)O)C1)NCC=1OC=CC1)Cl 5-(N-benzylsulfamoyl)-4-chloro-2-((furan-2-ylmethyl)amino)benzoic Acid